3-methyl-1-(4-methyl-benzenesulfonyl)-4-(1-(6-(trifluoromethyl)pyridine-3-yl)vinyl)-1H-pyrrole-2-carboxylic acid ethyl ester C(C)OC(=O)C=1N(C=C(C1C)C(=C)C=1C=NC(=CC1)C(F)(F)F)S(=O)(=O)C1=CC=C(C=C1)C